CN(C(OC(C)(C)C)=O)[C@H]1CN(CCC1)CC1=NC=C(C=N1)NC1=CC=C(C=C1)C1=CC2=C(N=CN=C2N2CCOCC2)N1COCC[Si](C)(C)C tert-butyl (R)-methyl(1-((5-((4-(4-morpholino-7-((2-(trimethylsilyl)ethoxy)methyl)-7H-pyrrolo[2,3-d]pyrimidin-6-yl)phenyl)amino)pyrimidin-2-yl)methyl)piperidin-3-yl)carbamate